COC(=O)C1=CC2=C(N=C(N=C2CC2=CC=C(C=C2)OC)SC)N1 (4-methoxybenzyl)-2-(methylthio)-7H-pyrrolo[2,3-d]pyrimidine-6-carboxylic acid methyl ester